CO[SiH2]O[SiH2]O methyl-trioxasilane